CC1=C(C(=NO1)C=1C=NC(=CC1)C)COC1=CC=C(N=N1)C(=O)N[C@]1(COCC1)C (R)-6-((5-methyl-3-(6-methylpyridin-3-yl)isoxazol-4-yl)methoxy)-N-(3-methyltetrahydrofuran-3-yl)pyridazine-3-carboxamide